NCC1=CC=C(C=C1)NC(=O)C1=CC2=C(OCCC3=C2SC=C3)C=C1C=1C(=NC(=CC1)C(NC1C(NC(CC1)=O)=O)=O)C(=O)O 3-(9-((4-(aminomethyl)phenyl)carbamoyl)-4,5-dihydrobenzo[b]thieno[2,3-d]oxepin-8-yl)-6-((2,6-dioxopiperidin-3-yl)carbamoyl)picolinic acid